C(CCC(=O)O)(=O)O.C(C1=CC=CC=C1)(=O)N.C(C1=CC=CC=C1)(=O)N BENZAMIDE HEMISUCCINATE